C1=CC=CC=2C3=CC=CC=C3C(CC12)=O phenanthrone